2-(1-((2R,5S)-4-(2-(cyanomethyl)-4-methyl-5-oxo-4,5-dihydro-2H-pyrazolo[4,3-b]pyridin-7-yl)-2,5-diethylpiperazin-1-yl)ethyl)-5-fluorobenzamide C(#N)CN1N=C2C(N(C(C=C2N2C[C@H](N(C[C@@H]2CC)C(C)C2=C(C(=O)N)C=C(C=C2)F)CC)=O)C)=C1